CC1(COC2(C1)CCNCC2)O 3-Methyl-1-oxa-8-azaspiro[4.5]decan-3-ol